4-fluoro-7-methyl-N-(3-(2-(4-methylpiperazin-1-yl)ethyl)phenyl)-1H-indole FC1=C2C=CN(C2=C(C=C1)C)C1=CC(=CC=C1)CCN1CCN(CC1)C